ClC1=C(C=C(C=C1)C(=O)NCC#C)F (4-chloro-3-fluorophenyl)(2-propynylamino)formaldehyde